2-[(6-chloro-4-fluoro-5-iodo-indazol-1-yl)methoxy]ethyl-trimethyl-silane ClC1=C(C(=C2C=NN(C2=C1)COCC[Si](C)(C)C)F)I